[Na].C1=CC=CC2=CC(=CC=C12)O 6-naphthol sodium